[C@H]1([C@H](O)[C@@H](O)[C@H](O)CO1)F α-xylosyl fluoride